COC(=O)C1=C(C2=CC=CC=C2C=C1)OC1=CC=C(C=C1)C(F)(F)F (4-(trifluoromethyl)phenoxy)-2-naphthoic acid methyl ester